N-(2-indolylethyl)-benzamide N1C(=CC2=CC=CC=C12)CCNC(C1=CC=CC=C1)=O